CN(C1=C2C=C(N=CC2=CC=C1)N1C=CC=2C1=CN=C(C2)N2CCC(CC2)CCN2CCN(CC2)C=2C=C1C(N(C(C1=CC2)=O)C2C(NC(CC2)=O)=O)=O)C 5-(4-(2-(1-(1-(5-(dimethylamino)isoquinolin-3-yl)-1H-pyrrolo[2,3-c]pyridin-5-yl)piperidin-4-yl)ethyl)piperazin-1-yl)-2-(2,6-dioxopiperidin-3-yl)isoindoline-1,3-dione